C(C)(C)(C)OC(=O)N(C1=CC(=CC=2N1N=CC2C(C)C)C2=CC(=NC=C2)P(=O)(C)C)N2CCC2 ((tert-butoxycarbonyl)(5-(2-(dimethylphosphoryl)pyridin-4-yl)-3-isopropylpyrazolo[1,5-a]pyridin-7-yl)amino)azetidine